2-(3,4-dimethoxyphenyl)-7-[(3R)-3-methylpiperazin-1-yl]-4H-pyrido[1,2-a]pyrimidin-4-one COC=1C=C(C=CC1OC)C=1N=C2N(C(C1)=O)C=C(C=C2)N2C[C@H](NCC2)C